ClC1=C(C=C(C=C1)N1N=C(C2=NC(=CC=C21)C(=O)N2CC(N(CC2)C)=O)CC(C)C)F 4-(1-(4-chloro-3-fluorophenyl)-3-isobutyl-1H-pyrazolo[4,3-b]pyridine-5-carbonyl)-1-methyl-piperazin-2-one